C(C=C)(=O)N1CCC2(CCC2)CC1 7-propenoyl-7-azaspiro[3.5]nonane